(2S)-2-{[(1R,2S,3S,6R,7S)-4-[(2S,3R)-3-(tert-butoxy)-2-(2,2,2-trifluoroacetamido)butanoyl]-4-azatricyclo[5.2.1.0^{2,6}]dec-8-en-3-yl]formamido}-3-[(3S)-2-oxopyrrolidin-3-yl]propanamide C(C)(C)(C)O[C@@H]([C@@H](C(=O)N1[C@@H]([C@H]2[C@H]3C=C[C@@H]([C@H]2C1)C3)C(=O)N[C@H](C(=O)N)C[C@H]3C(NCC3)=O)NC(C(F)(F)F)=O)C